(1S,3S)-3-((6-(5-(((5-isopropyl-1,2,4-thiadiazol-3-yl)amino)methyl)-1-methyl-1H-1,2,3-triazol-4-yl)pyridin-3-yl)oxy)cyclohexane-1-carboxylic acid C(C)(C)C1=NC(=NS1)NCC1=C(N=NN1C)C1=CC=C(C=N1)O[C@@H]1C[C@H](CCC1)C(=O)O